COC(CCCCCCCCCCCCC/C=C/C=C)OC (3E)-18,18-dimethoxy-1,3-octadecadien